C(C1=CC=CC=C1)(=O)N[C@H]([C@@H](O)C(=O)O)C1=CC=CC=C1 N-benzoyl-(2R,3S)-3-phenyl-isoserine